C(C)(C)(C)OC(=O)C1C(C1)C(=O)O 2-(tert-butoxycarbonyl)cyclopropane-1-carboxylic acid